NCC1=CC=C(CNC2=CC=C(C=N2)C2=NC=3N(C(N(C(C3N2)=O)C2CC2)=O)CC)C=C1 8-(6-((4-(Aminomethyl)benzyl)amino)pyridin-3-yl)-1-cyclopropyl-3-ethylxanthine